tert-butyl (S)-4-(3-((5,6,7,8-tetrahydroquinolin-8-yl)amino)propyl)piperazine-1-carboxylate N1=CC=CC=2CCC[C@@H](C12)NCCCN1CCN(CC1)C(=O)OC(C)(C)C